OC=1C(=NC=C(C1)C(NCC1CCC(CC1)C(F)(F)F)=O)N1N=CC(=C1)C(=O)OCC Ethyl 1-(3-hydroxy-5-(((4-(trifluoromethyl)cyclohexyl)methyl)carbamoyl)pyridin-2-yl)-1H-pyrazole-4-carboxylate